2-sulfoethyl methacrylate sodium salt [Na+].C(C(=C)C)(=O)OCCS(=O)(=O)[O-]